13-(hydroperoxy)-9,11-octadecadienoic acid O(O)C(C=CC=CCCCCCCCC(=O)O)CCCCC